[(1R,2R)-2-fluorocyclopropyl][(1R,5S)-3-{2-[(1-methyl-1H-pyrazol-4-yl)amino]pyrimidin-4-yl}-3,8-diazabicyclo[3.2.1]oct-8-yl]methanone F[C@H]1[C@H](C1)C(=O)N1[C@H]2CN(C[C@@H]1CC2)C2=NC(=NC=C2)NC=2C=NN(C2)C